Methyl-n-nonylacetaldehyd CC(C=O)CCCCCCCCC